tert-butyl N-[(1R)-1-(3-bromophenyl)ethyl]carbamate BrC=1C=C(C=CC1)[C@@H](C)NC(OC(C)(C)C)=O